N,N-dimethyl-4-(6-(6-methylpyridin-2-yl)-2,3-dihydro-1H-imidazo[1,2-a]imidazol-5-yl)aniline CN(C1=CC=C(C=C1)C1=C(N=C2N1CCN2)C2=NC(=CC=C2)C)C